tert-butyl ((S)-1,1-dicyclopropyl-3-((2-fluoro-5-(hydroxymethyl)-4-((S)-1-oxo-1-((2,2,2-trifluoroethyl)amino)propan-2-yl)phenyl)amino)-3-oxopropan-2-yl)carbamate C1(CC1)C([C@@H](C(=O)NC1=C(C=C(C(=C1)CO)[C@@H](C(NCC(F)(F)F)=O)C)F)NC(OC(C)(C)C)=O)C1CC1